FC1=CC2=C(NC([C@H](CS2)NC(OC(C)(C)C)=O)=O)C=C1/C(/N)=N/O tert-butyl N-[(3R)-8-fluoro-7-[(Z)-N'-hydroxy carbamimidoyl]-4-oxo-3,5-dihydro-2H-1,5-benzothiazepin-3-yl]carbamate